FC=1C=C(C=C(C1N1C(CCC1)=O)F)C1=C(C(=CC=C1)C1=CC(=NO1)N1CCN(CC1)C(=O)OC(C)(C)C)OC tert-butyl 4-(5-(3',5'-difluoro-2-methoxy-4'-(2-oxopyrrolidin-1-yl)-[1,1'-biphenyl]-3-yl)isoxazol-3-yl)piperazine-1-carboxylate